ethyl hexanoate C(CCCCC)(=O)OCC